OCC1CN(CCC1)C=1OC=2C(=NC(=CC2)C2=C(C=C(C=C2C)C(F)(F)F)O)N1 2-[2-[3-(Hydroxymethyl)-1-piperidyl]oxazolo[4,5-b]pyridin-5-yl]-3-methyl-5-(trifluoromethyl)phenol